CC1(OB(OC1(C)C)C=1C=NN(C1)C1CN(CCC1)C(=O)OC(C)(C)C)C tert-butyl 3-(4-(4,4,5,5-tetramethyl-1,3,2-dioxaborolan-2-yl)-1H-pyrazol-1-yl)piperidine-1-carboxylate